2-amino-6-borono-2-(1-(naphthalen-1-ylcarbamothioyl)piperidin-4-yl)hexanoic acid NC(C(=O)O)(CCCCB(O)O)C1CCN(CC1)C(NC1=CC=CC2=CC=CC=C12)=S